C(CCC)OC(=O)CCCCCCCCCCCCCCCCCCOC=1C2=CC=CC=C2C(=C2C=CC=CC12)OCCCCCCCCCCCCCCCCCCC(=O)OCCCC 9,10-bis(n-butoxycarbonyloctadecyloxy)anthracene